NCC1=CC(=C(C=C1)NC(=O)C1=CC2=C(OCCC3=C2C=CS3)C=C1C=1C(=NC(=CC1)C(NCCC)=O)C(=O)O)C 3-(9-((4-(aminomethyl)-2-methylphenyl)carbamoyl)-4,5-dihydrobenzo[b]thieno[3,2-d]oxepin-8-yl)-6-(propylcarbamoyl)picolinic acid